3-(4-acetylpiperazin-1-yl)-N-(4-{[6-(5-chloro-2-fluorophenyl)pyridazin-4-yl]amino}pyridin-2-yl)propanamide C(C)(=O)N1CCN(CC1)CCC(=O)NC1=NC=CC(=C1)NC1=CN=NC(=C1)C1=C(C=CC(=C1)Cl)F